FC=1CCC1F 3,4-difluoro-3-cyclobutene